3-((4-butoxyphenyl)sulfonyl)-4-(4-(4-methyl-1,4-diazepan-1-yl)piperidin-1-yl)-6-(methylthio)quinoline C(CCC)OC1=CC=C(C=C1)S(=O)(=O)C=1C=NC2=CC=C(C=C2C1N1CCC(CC1)N1CCN(CCC1)C)SC